fluorocesium phosphate cesium salt [Cs+].P(=O)([O-])([O-])[O-].F[Cs].[Cs+].[Cs+]